C=C(C(=O)OCCCCCCCCCCCCCCCCCCCCCCCC)C(=O)OCCCCCCCCCCCCCCCCCCCCCCCC dilignoceryl methylenemalonate